1-(2-methoxyphenyl)-3-(3-methyl-4-phenoxyphenyl)urea COC1=C(C=CC=C1)NC(=O)NC1=CC(=C(C=C1)OC1=CC=CC=C1)C